2-methoxypyridin-4-ylboronic acid COC1=NC=CC(=C1)B(O)O